C(C1=CC=CC=C1)OC(=O)N1C2C(C2CCCC1)F.F[C@H]1[C@@H]2CCCCN([C@H]12)C(=O)OCC1=CC=CC=C1 Benzyl (1S,7R,8S)-8-fluoro-2-azabicyclo[5.1.0]octane-2-carboxylate Benzyl-8-fluoro-2-azabicyclo[5.1.0]octane-2-carboxylate